N1N=C(C2=CC=CC=C12)C=1NC2=C(CNCC2)N1 2-(1H-indazol-3-yl)-4,5,6,7-tetrahydro-1H-imidazo[4,5-c]Pyridine